I(=O)C1=CC=CC=C1 (iodosyl)benzene